C(#N)C1=CC(=C(COC2=CC=CC(=N2)C=2C(CN(CC2)CC2=NC3=C(N2C[C@H]2OCC2)C=C(C=C3)C(=O)O)(C)C)C=C1)F (S)-2-((6-((4-cyano-2-fluorobenzyl)oxy)-3',3'-dimethyl-3',6'-dihydro-[2,4'-bipyridin]-1'(2'H)-yl)methyl)-1-(oxetan-2-ylmethyl)-1H-benzo[d]imidazole-6-carboxylic acid